FC1=C(C=C2C=CC(=NC2=C1)OC)N 7-fluoro-2-methoxy-6-quinolinylamine